C(C(=C)CC(=O)O)(=O)O.C(C(=C)CC(=O)O)(=O)O Itaconic acid (Itaconate)